N-(cyclopropyl-(2-(methylthio)pyrimidin-4-yl)methyl)-4,4,4-trifluorobutanamide C1(CC1)C(NC(CCC(F)(F)F)=O)C1=NC(=NC=C1)SC